Dimethyl 2-(ethoxymethyl)-1H-imidazole-4,5-dicarboxylate C(C)OCC=1NC(=C(N1)C(=O)OC)C(=O)OC